ClCC(=O)NC1=C(C=CC(=C1)C)COCC(F)(F)Cl 2-chloro-N-(2-((2-chloro-2,2-difluoroethoxy)methyl)-5-methylphenyl)acetamide